3-[(3R)-3-[1-[7-[[(1R)-1-(2,4-dichlorophenyl)ethyl]amino]thiazolo[5,4-d]pyrimidin-5-yl]azetidin-3-yl]-1-piperidyl]-1-methyl-cyclobutanecarboxylic acid ClC1=C(C=CC(=C1)Cl)[C@@H](C)NC=1C2=C(N=C(N1)N1CC(C1)[C@@H]1CN(CCC1)C1CC(C1)(C(=O)O)C)SC=N2